tert-butyl ((2s,5s)-2-(2-((6-cyanopyridin-3-yl)(3-fluoro-4-methoxybenzyl)amino)ethyl)-5-(hydroxymethyl)-1,3-dioxan-5-yl)carbamate C(#N)C1=CC=C(C=N1)N(CCC1OCC(CO1)(CO)NC(OC(C)(C)C)=O)CC1=CC(=C(C=C1)OC)F